7-chloro-1-(benzenesulfonyl)-1H-indole ClC=1C=CC=C2C=CN(C12)S(=O)(=O)C1=CC=CC=C1